C1CCC2C3CCC(C12)C3 octahydro-4,7-methanoindene